C(C1=CC=CC=C1)OC1=C(C(=C2C[C@H](N(C2=C1)C(=O)OC(C)(C)C)CNCC(C)C)F)N(C(C(F)(F)F)=O)CC(=O)OC tert-butyl (2S)-6-(benzyloxy)-4-fluoro-5-[(2-methoxy-2-oxoethyl)(trifluoroacetyl)amino]-2-{[(2-methylpropyl)amino]methyl}-2,3-dihydro-1H-indole-1-carboxylate